Methyl (2S)-3-amino-2-(9H-fluoren-9-ylmethoxycarbonylamino)propanoate Methyl-(S)-2-((((9H-fluoren-9-yl)methoxy)carbonyl)amino)-3-((tert-butoxycarbonyl)amino)propanoate COC([C@H](CNC(=O)OC(C)(C)C)NC(=O)OCC1C2=CC=CC=C2C=2C=CC=CC12)=O.NC[C@@H](C(=O)OC)NC(=O)OCC1C2=CC=CC=C2C=2C=CC=CC12